N-(2-(1-(3-fluorobenzyl)piperidin-4-yl)ethyl)-3-nitrobenzamide FC=1C=C(CN2CCC(CC2)CCNC(C2=CC(=CC=C2)[N+](=O)[O-])=O)C=CC1